COC=1C=CC2=C(CCC=3C(=NC=CC3)C2=C2CCN(CC2)C[C@H]2[C@@H](CCCC2)CN2C(C3[C@H]4CC[C@@H](C3C2=O)C4)=O)C1 (4R,7S)-2-((trans-2-((4-(8-methoxy-5,6-dihydro-11H-benzo[5,6]cyclohepta[1,2-b]pyridin-11-ylidene)piperidin-1-yl)methyl)cyclohexyl)methyl)hexahydro-1H-4,7-methanoisoindole-1,3(2H)-dione